COC=1C(=CC2=C(C1)OCC1=C2N(N=C1)C1=CSC=C1)C1=NN(C=C1)C 7-Methoxy-8-(1-methyl-1H-pyrazol-3-yl)-1-thiophen-3-yl-1,4-dihydro-chromeno[4,3-c]pyrazole